COC=1C(=CC=2C3=C(C=NC2C1)N(C(N3C3=NC=C(C#N)C=C3)=O)C)C=3C=NN(C3)C 6-[7-Methoxy-3-methyl-8-(1-methyl-1H-pyrazol-4-yl)-2-oxo-2,3-dihydroimidazo[4,5-c]quinolin-1-yl]nicotinonitrile